CN1N=C(C(=C1)C(=O)NC1=C(C=CC=C1)OC(C(F)F)(F)F)C(F)(F)F 1-methyl-N-[2-(1,1,2,2-tetrafluoroethoxy)phenyl]-3-(trifluoromethyl)-1H-pyrazole-4-carboxamide